FC1=C(C=O)C=CC(=C1OC)OCC1=CC=C(C=C1)S(=O)(=O)C 2-Fluoro-3-methoxy-4-((4-(methylsulfonyl)-benzyl)oxy)benzaldehyde